CCCCCCC 6-methylhexane